CC(C)NS(=O)(=O)C1=C(C=CC=C1)S(=O)(=O)Cl 2-[(propan-2-yl)aminosulfonyl]benzene-1-sulfonyl chloride